2-[[5-Ethylsulfanyl-6-[1-methyl-5-(trifluoromethylsulfanyl)benzimidazol-2-yl]-3-pyridyl]oxy]-2-methyl-propanenitrile C(C)SC=1C=C(C=NC1C1=NC2=C(N1C)C=CC(=C2)SC(F)(F)F)OC(C#N)(C)C